ClC1=NC=C(C(=C1)NC1=C(C=CC=C1)S(=O)(=O)C(C)C)Cl 2,5-dichloro-N-(2-(isopropylsulfonyl)phenyl)pyridin-4-amine